ClC1=CC(=C(C=C1)N1N=NC(=C1CN1N=CC(=CC1=O)N1CCC(CC1)N1C(=NC=C1)CC)C)F 2-[[3-(4-chloro-2-fluoro-phenyl)-5-methyl-triazol-4-yl]methyl]-5-[4-(2-ethylimidazol-1-yl)-1-piperidinyl]pyridazin-3-one